CN(C)CC1=CC=C(S1)[S@@](=O)(N)=NC(NC1=C2CCCC2=CC=2CCCC12)=O (R)-5-((dimethylamino)methyl)-N'-((1,2,3,5,6,7-hexahydro-s-indacen-4-yl)carbamoyl)thiophene-2-sulfonimidamide